N[C@H](C=1N=C2N(N=CC(=C2)[C@@H](COC)NC(CC2CC(C2)(F)F)=O)C1)C1CCC(CC1)(F)F |o1:10| N-((S*)-1-(2-((S)-Amino(4,4-difluorocyclohexyl)methyl)imidazo[1,2-b]pyridazin-7-yl)-2-methoxyethyl)-2-(3,3-difluorocyclobutyl)acetamide